C(C1=CC=CC=C1)N[C@H](CO)C1CCC1 (2S)-2-(benzylamino)-2-cyclobutyl-ethanol